(2,5-DIFLUORO-PHENYL)-ACETALDEHYDE FC1=C(C=C(C=C1)F)CC=O